triphenyl-sulfonium 4-(butoxycarbonyl)-2-hydroxybenzenesulfonate C(CCC)OC(=O)C1=CC(=C(C=C1)S(=O)(=O)[O-])O.C1(=CC=CC=C1)[S+](C1=CC=CC=C1)C1=CC=CC=C1